C(C)(C)(C)OC(=O)N[C@@H](C)C(=O)OCCCCC pentyl (tert-butoxycarbonyl)-L-alaninate